FC1=CC=C(C=C1)C=1N=CN(C1C1=CC(=NC=C1)NC(=O)C1CCCC1)CC(=O)N1CCOCC1 N-{4-[4-(4-fluorophenyl)-1-[2-(morpholin-4-yl)-2-oxoethyl]-1H-imidazol-5-yl]pyridin-2-yl}cyclopentanecarboxamide